O1CCC(CC1)NC(C1=CC(=CC(=C1)OC(F)(F)F)B1OC(C(O1)(C)C)(C)C)=O N-tetrahydropyran-4-yl-3-(4,4,5,5-tetramethyl-1,3,2-dioxaborolan-2-yl)-5-(trifluoromethoxy)benzamide